3-(7-fluoro-1-oxo-4-((7-(spiro[3.3]heptan-2-ylamino)heptyl)thio)isoindolin-2-yl)piperidine-2,6-dione FC=1C=CC(=C2CN(C(C12)=O)C1C(NC(CC1)=O)=O)SCCCCCCCNC1CC2(C1)CCC2